thio-bis(3-isothiocyanatopropane) S(CCCN=C=S)CCCN=C=S